3-{3'-adamantan-1-yl-4'-[3-(2-{2-[3-(3-bromo-4-hydroxy-phenyl)-2-hydroxyimino-propionylamino]-ethyldisulfanyl}-ethylcarbamoyl)-propoxy]-biphenyl-4-yl}-acrylic acid C12(CC3CC(CC(C1)C3)C2)C=2C=C(C=CC2OCCCC(NCCSSCCNC(C(CC2=CC(=C(C=C2)O)Br)=NO)=O)=O)C2=CC=C(C=C2)C=CC(=O)O